N-((3-fluorooxetan-3-yl)methyl)-5-(1,8-naphthyridin-3-yl)pyrrolo[2,1-f][1,2,4]triazin-2-amine FC1(COC1)CNC1=NN2C(C=N1)=C(C=C2)C=2C=NC1=NC=CC=C1C2